CC1=CC=C(C=C1)S(=O)(=O)OCCOCCOCCOCCOC 2,5,8,11-Tetraoxatridec-13-yl 4-methylbenzenesulfonate